ClC=1C=C(C=C2C(=C(C=NC12)C#N)NC(C(C)(C)C)([2H])[2H])N[C@@H](C=1C(=NC(=CC1)F)C)C=1N=NN(C1)C1(CC1)C(F)F (S)-8-chloro-6-(((1-(1-(difluoromethyl)cyclopropyl)-1H-1,2,3-triazol-4-yl)(6-fluoro-2-methylpyridin-3-yl)methyl)amino)-4-((2,2-dimethylpropyl-1,1-d2)amino)quinoline-3-carbonitrile